6-bromo-4-(chloromethyl)-8-(difluoromethoxy)phthalazin-1(2H)-one BrC=1C=C2C(=NNC(C2=C(C1)OC(F)F)=O)CCl